C(C1=CC=CC=C1)(=O)OC[C@H]1O[C@@H]([C@H]([C@@H]1OC(C1=CC=CC=C1)=O)F)Br (2R,3R,4S,5R)-2-[(benzoyloxy)methyl]-5-bromo-4-fluorooxolan-3-yl-benzoate